ClC1=NC=C(C(=C1)C1=C(C=NC(=C1)C)C(=O)NC=1SC2=C(N1)CN(C2)C(C2=C(N=C(C=C2)OC(F)(F)F)OC)=O)OC 2'-chloro-5'-methoxy-N-(5-(2-methoxy-6-(trifluoromethoxy)nicotinoyl)-5,6-dihydro-4H-pyrrolo[3,4-d]thiazol-2-yl)-6-methyl-[4,4'-bipyridine]-3-carboxamide